tert-butyl (S)-(2-(5-(1-aminoethyl)thiophen-3-yl)benzyl)(methyl)carbamate N[C@@H](C)C1=CC(=CS1)C1=C(CN(C(OC(C)(C)C)=O)C)C=CC=C1